(3S,5S)-5-fluoropiperidin F[C@H]1CCCNC1